2-methyl-N-((1S,2S,3S,5R)-2,6,6-trimethylbicyclo[3.1.1]heptan-3-yl)-4H-pyrrolo[3,2-d]thiazole-5-carboxamide CC=1SC2=C(N1)C=C(N2)C(=O)N[C@@H]2[C@H]([C@H]1C([C@@H](C2)C1)(C)C)C